methyl 1-(3-(6-((1H-pyrazol-3-yl)oxy)-5,5-difluoro-2-methyl-1-(2-methylhydrazineyl)-1-oxohexan-2-yl)benzyl)cyclopropane-1-carboxylate N1N=C(C=C1)OCC(CCC(C(=O)NNC)(C)C=1C=C(CC2(CC2)C(=O)OC)C=CC1)(F)F